C(CCCCCCCCCCCCCCC)(=O)C(OP(OC[C@@H](CO)OC(CCCCCCCCCCCCCCCCC)=O)(=O)O)CN hexadecanoyl-2-(9Z-Octadecanoyl)-sn-Glycero-3-Phosphoethanolamine